C(C)(=O)ON(C)OC(C)=O methylimino diacetate